3-(4-ethoxyphenyl)-1-(2-hydroxyethyl)-1-(1-(2-oxo-6,8-bis(trifluoromethyl)-1,2-dihydroquinolin-3-yl)ethyl)urea C(C)OC1=CC=C(C=C1)NC(N(C(C)C=1C(NC2=C(C=C(C=C2C1)C(F)(F)F)C(F)(F)F)=O)CCO)=O